FC1=C(C=CC=C1[N+](=O)[O-])C1=NC(=NC=C1)O[C@H]1C[C@H](N(C1)C(=O)OCC1=CC=CC=C1)C(=O)OC O1-benzyl O2-methyl (2S,4S)-4-[4-(2-fluoro-3-nitro-phenyl)pyrimidin-2-yl]oxypyrrolidine-1,2-dicarboxylate